CN1CCN(CC1)C1=CC(=CC=N1)C(=O)N 6-(4-methylpiperazin-1-yl)pyridine-4-carboxamide